(7R)-7-[(2-cyanopyrimidin-5-yl)amino]-3-cyclopropyl-N-(2-fluoro-2-methyl-propyl)-7,8-dihydro-6H-cyclopenta[g]isoquinoline-5-sulfonamide C(#N)C1=NC=C(C=N1)N[C@@H]1CC=2C(=C(C=3C=C(N=CC3C2)C2CC2)S(=O)(=O)NCC(C)(C)F)C1